2-[[(3S)-3-methyl-1-piperidinyl]methyl]-6-[3-[1-(4-methyl-1,2,4-triazol-3-yl)-3-(trifluoromethoxy)cyclobutyl]phenyl]-1-(p-tolylsulfonyl)-4-(trifluoromethyl)pyrrolo[2,3-c]pyridin-7-one C[C@@H]1CN(CCC1)CC1=CC2=C(C(N(C=C2C(F)(F)F)C2=CC(=CC=C2)C2(CC(C2)OC(F)(F)F)C2=NN=CN2C)=O)N1S(=O)(=O)C1=CC=C(C=C1)C